C(C=C)(=O)OCCCCCCCCCCOC(CCP(=O)(O)O)=O.ClC1=C(C=CC(=N1)NN1C(C(=C(C1=O)C)CCOCC(C)C)=O)C(F)(F)F 1-{[6-Chloro-5-(trifluoromethyl)(2-pyridyl)]amino}-4-methyl-3-[2-(2-methylpropoxy)ethyl]azoline-2,5-dione acryloyloxydecyl-3-phosphonopropionate